CS(=O)(=O)OC1=C2C(=NC(=C1)N1[C@@H](COCC1)C)N(NC2)CC2=C(C=C(C=C2)OC)OC (R)-(1-(2,4-dimethoxybenzyl)-6-(3-methylmorpholino)-2H-pyrazolo[3,4-b]pyridin-4-yl) methylsulfonate